C(CCCCCCCCCCCCCC=CCCCCCCCC)(=O)OCCCCCCCCCCCC(=O)O 12-(tetracosan-15-enoyloxy)-dodecanoic acid